2,8-dimethylquinoline-3-carboxylic acid CC1=NC2=C(C=CC=C2C=C1C(=O)O)C